Cl[SiH2]N1C2=CC=CC=C2C=2C=CC=CC12 N-(chlorosilyl)carbazole